COC(=O)[C@H]1[C@@H](C1)CN1CC2N(C(C1)C2)C(=O)OC(C)(C)C tert-butyl 3-{[trans-2-(methoxycarbonyl) cyclopropyl] methyl}-3,6-diazabicyclo[3.1.1]heptane-6-carboxylate